(4-(4-(5-acetyl-4-amino-2-fluorophenyl)-3-aminoisoxazolo[4,5-c]pyridin-7-yl)-1H-pyrazol-1-yl) methylphosphonate CP(ON1N=CC(=C1)C=1C2=C(C(=NC1)C1=C(C=C(C(=C1)C(C)=O)N)F)C(=NO2)N)([O-])=O